(2R)-2-(acetylamino)-3-sulfonylpropionic acid C(C)(=O)N[C@H](C(=O)O)C=S(=O)=O